5,8-dimethylisoquinoline 2-oxide CC1=C2C=C[N+](=CC2=C(C=C1)C)[O-]